FC(CC=1C2=C(SC1C#CCN(C(OC(C)(C)C)=O)C=1C=NC(=CC1OC)C(NC)=O)C(=CC=C2)NC2C(CN(CC2)C)F)(F)F tert-butyl (3-(3-(2,2,2-trifluoroethyl)-7-(((Z)-3-fluoro-1-methylpiperidin-4-yl)amino)benzo[b]thiophen-2-yl)prop-2-yn-1-yl)(4-methoxy-6-(methylcarbamoyl)pyridin-3-yl)carbamate